5-((1R,5R)-2-methyl-2,6-diazabicyclo[3.2.0]heptan-6-yl)quinazolin CN1[C@@H]2CN([C@@H]2CC1)C1=C2C=NC=NC2=CC=C1